2-bromo-N-(3-((tert-butyldimethylsilyl)oxy)propyl)-6-methoxypyridin-4-amine BrC1=NC(=CC(=C1)NCCCO[Si](C)(C)C(C)(C)C)OC